OCC(C)(C)NC1=NC(=C(C(=O)NC2=NC(=CC=C2)N2CC(CCC2)(CO)O)C=C1)N1CCC2(CC2)CC1 6-((1-hydroxy-2-methylpropan-2-yl)amino)-N-(6-(3-hydroxy-3-(hydroxymethyl)piperidin-1-yl)pyridin-2-yl)-2-(6-azaspiro[2.5]octan-6-yl)nicotinamide